methyl (2'-methoxy-[1,1'-binaphthalen]-2-yl)-L-alloisoleucinate COC1=C(C2=CC=CC=C2C=C1)C1=C(C=CC2=CC=CC=C12)N[C@@H]([C@H](C)CC)C(=O)OC